Cl.C1(=CC=CC=C1)N1C(=NC(=C1)CCCCCCN1CCCCC1)C1=C(C(=O)N)C=CC=C1C=1C=NNC1 (1-phenyl-4-(6-(piperidin-1-yl)hexyl)-1H-imidazol-2-yl)-3-(1H-pyrazol-4-yl)benzamide hydrochloride